BrCC1=CC=C(C=C1)C(O)(C)C 4-(Bromomethyl)-α,α-dimethylbenzenemethanol